ClC=1C=C(C=CC1)N1CCN(CC1)CC[C@@H]1NC(C2(C1)CCN(CC2)C(CNC(C(C)(C)C)=O)=O)=O (R)-N-(2-(3-(2-(4-(3-chlorophenyl)piperazin-1-yl)ethyl)-1-oxo-2,8-diazaspiro[4.5]decan-8-yl)-2-oxoethyl)pivalamide